(1R,2S,5S)-3-((S)-2-(1,4-dioxane-2-carboxamido)-3,3-dimethylbutanoyl)-6,6-dimethyl-3-azabicyclo[3.1.0]hexane-2-carboxylic acid O1C(COCC1)C(=O)N[C@H](C(=O)N1[C@@H]([C@H]2C([C@H]2C1)(C)C)C(=O)O)C(C)(C)C